5-(N-(4-chloro-2-((N-(furan-2-ylmethyl)cyclobutanecarboxamido)methyl)phenyl)-N-ethylsulfamoyl)-3-Methylbenzofuran-2-carboxylic acid ClC1=CC(=C(C=C1)N(S(=O)(=O)C=1C=CC2=C(C(=C(O2)C(=O)O)C)C1)CC)CN(C(=O)C1CCC1)CC=1OC=CC1